4-amino-7-methyl-7H-pyrrolo[2,3-d]pyrimidine-5-carbonitrile NC=1C2=C(N=CN1)N(C=C2C#N)C